FC(F)(F)N1C(CN=CC2=C1C=CC=C2)=O trifluoromethyl-1,3-dihydro-1,4-benzodiazepin-2-one